(3S)-tert-butyl 3-methyl-6-(3-((1-methylpyrrolidin-3-yl)oxy)phenyl)-3,4-dihydropyridine-1(2H)-carboxylate C[C@@H]1CN(C(=CC1)C1=CC(=CC=C1)OC1CN(CC1)C)C(=O)OC(C)(C)C